tert-butyl (1R,3R,5S)-3-amino-8-azabicyclo[3.2.1]Octane-8-carboxylate CC(C)(C)OC(=O)N1[C@@H]2CC[C@H]1CC(C2)N